NC[C@@H](C(=O)O)NC(=O)OC(C)(C)C (S)-3-amino-2-(tert-butoxycarbonyl)aminopropionic acid